3-(6-bromo-2-pyridinyl)oxetan-3-ol BrC1=CC=CC(=N1)C1(COC1)O